tert-butyl ((1S,2S,5S)-2-(2-chloro-4-(N-(2,4-dimethoxybenzyl)-N-(pyrimidin-4-yl)sulfamoyl)-5-fluorophenoxy)-5-(3-(trifluoromethyl)phenyl)cyclohexyl)(methyl)carbamate ClC1=C(O[C@@H]2[C@H](C[C@H](CC2)C2=CC(=CC=C2)C(F)(F)F)N(C(OC(C)(C)C)=O)C)C=C(C(=C1)S(N(C1=NC=NC=C1)CC1=C(C=C(C=C1)OC)OC)(=O)=O)F